4-(dibutylamino)benzaldehyde C(CCC)N(C1=CC=C(C=O)C=C1)CCCC